C(C1=CC=CC=C1)OC1=C(C=C2C=NN(C2=C1I)COCC[Si](C)(C)C)F 6-(benzyloxy)-5-fluoro-7-iodo-1-((2-(trimethylsilyl)ethoxy)methyl)-1H-indazole